Cl.C(#N)C=1N=C(OC1N(C(=O)NCCCN(C)C)C)C1=C(C(=CC(=C1)Cl)Cl)Cl (4-cyano-2-(2,3,5-trichlorophenyl)oxazol-5-yl)-3-(3-(dimethylamino)propyl)-1-methylurea hydrochloride